C(C)OC(=C)C1=CC(=C(C(=O)N)C=C1)F 4-(1-ethoxyvinyl)-2-fluorobenzamide